1-bromo-5-fluoro-4-nitro-2-(trifluoromethyl)benzene BrC1=C(C=C(C(=C1)F)[N+](=O)[O-])C(F)(F)F